methyl 2-(2-((9-(1-methyl-1H-pyrazol-4-yl)-6,7-dihydro-5H-benzo[c][1,2,3]triazolo[1,5-a]azepin-7-yl)amino)phenyl)acetate CN1N=CC(=C1)C1=CC2=C(C=3N(CCC2NC2=C(C=CC=C2)CC(=O)OC)N=NC3)C=C1